tert-Butyl 4-(5-(2,4-dioxotetrahydropyrimidin-1(2H)-yl)-3-ethyl-1H-indol-1-yl)piperidine-1-carboxylate O=C1N(CCC(N1)=O)C=1C=C2C(=CN(C2=CC1)C1CCN(CC1)C(=O)OC(C)(C)C)CC